N,N'-diphenyl-N,N'-bis(3-methylphenyl)-(1,1'-biphenyl)-4,4'-diamine C1(=CC=CC=C1)N(C1=CC=C(C=C1)C1=CC=C(C=C1)N(C1=CC(=CC=C1)C)C1=CC=CC=C1)C1=CC(=CC=C1)C